6-methoxy-1-benzothiophene-2-carboxylate COC1=CC2=C(C=C(S2)C(=O)[O-])C=C1